CN1N=C(C(=C1)C1=NN=C(O1)[C@]1(C(N(CC1)[C@@H](C(F)(F)F)O)=O)C=C)NC1=CC=C(C=C1)C(F)(F)F (R)-3-(5-(1-Methyl-3-((4-(trifluoromethyl)phenyl)amino)-1H-pyrazol-4-yl)-1,3,4-oxadiazol-2-yl)-1-((R)-2,2,2-trifluoro-1-hydroxyethyl)-3-vinylpyrrolidin-2-one